ClC1=CC(=C(C=C1)C1=CC=CC=C1)C1=NC(=NC(=N1)C1=CC=CC=C1)C1=CC=C(C=C1)C1=CC=C(C=C1)C#N 4'-(4-(4-chloro-[1,1'-biphenyl]-2-yl)-6-phenyl-1,3,5-triazin-2-yl)-[1,1'-biphenyl]-4-carbonitrile